1-(2-chloropyrazolo[1,5-a]pyrimidin-5-yl)ethan-1-one ClC1=NN2C(N=C(C=C2)C(C)=O)=C1